bis(3-aminophenylcarbonyl)-2,2'-bis(trifluoromethyl)-4,4'-diaminobiphenyl NC=1C=C(C=CC1)C(=O)C=1C(=C(C(=C(C1)C1=C(C=C(C=C1)N)C(F)(F)F)C(F)(F)F)C(=O)C1=CC(=CC=C1)N)N